CC1C(NC2=C(C=CC=C2N1)C)=O 3,8-dimethyl-3,4-dihydro-1H-quinoxalin-2-one